FC1=C(C=CC=C1)C1=NC=CC(=C1)NC1=NC=NC2=CC(=C(C=C12)NC(C=C)=O)OCCCN1CCN(CC1)C N-(4-((2-(2-fluorophenyl)pyridin-4-yl)amino)-7-(3-(4-methylpiperazin-1-yl)propoxy)quinazolin-6-yl)acrylamide